ClC=1C=CC2=C([C@H](C[C@@H](O2)C(=O)NC23CC(C2)(C3)N3N=CC(=C3)C3=NC=C(C=C3)OC(F)(F)F)O)C1 (2R,4S)-6-chloro-4-hydroxy-N-(3-{4-[5-(trifluoromethoxy)pyridin-2-yl]-1H-pyrazol-1-yl}bicyclo[1.1.1]pentan-1-yl)-3,4-dihydro-2H-1-benzopyran-2-carboxamide